(1R,3S,4R)-N-[(1R)-1-cyano-2-[(3R)-2-oxo-3-piperidyl]ethyl]-5,5-difluoro-2-[(2S)-4-methyl-2-[(2,2,2-trifluoroacetyl)amino]pentanoyl]-2-azabicyclo[2.2.2]octane-3-carboxamide C(#N)[C@@H](C[C@@H]1C(NCCC1)=O)NC(=O)[C@H]1N([C@H]2CC([C@@H]1CC2)(F)F)C([C@H](CC(C)C)NC(C(F)(F)F)=O)=O